4-(trifluoromethoxy)piperidine hydrochloride Cl.FC(OC1CCNCC1)(F)F